phosphocopper P(=O)(=O)[Cu]